1-benzhydryl-3-(2-bromo-5-fluorophenyl)azetidine-3-carboxylic acid C(C1=CC=CC=C1)(C1=CC=CC=C1)N1CC(C1)(C(=O)O)C1=C(C=CC(=C1)F)Br